C(C)(C)(C)OC(=O)N[C@H](C(=O)OC(C)(C)C)CC1=CC=C(C=C1)C=1OC=C(N1)C(N)=O tert-butyl (S)-2-((tert-butoxycarbonyl)amino)-3-(4-(4-carbamoyloxazol-2-yl)phenyl)propanoate